tert-Butyl ((1S,2S,4R)-4-fluoro-2-(hydroxymethyl)cyclohexyl)carbamate F[C@H]1C[C@@H]([C@H](CC1)NC(OC(C)(C)C)=O)CO